4-nitroso-3,4-dihydroquinoxalin-2(1H)-One N(=O)N1CC(NC2=CC=CC=C12)=O